[1,1'-biphenyl]-4-yl-boronic acid C1(=CC=C(C=C1)B(O)O)C1=CC=CC=C1